6-(Fluoro-methyl)-1,4-oxazepan-6-ol FCC1(CNCCOC1)O